C(#N)N=C(N(C1CCN(CC1)C)CC1=CC=C(C=C1)F)NCC1=CC=C(C=C1)OCC(C)C 2-cyano-1-(4-fluorobenzyl)-3-(4-isobutoxybenzyl)-1-(1-methylpiperidin-4-yl)guanidine